6-(6-Boc-7,8-dihydro-5H-2,6-naphthyridin-3-yl)-1-(3-chlorophenyl)-7-oxo-4,5-dihydropyrazolo[3,4-c]pyridine-3-carboxylic acid C(=O)(OC(C)(C)C)N1CC=2C=C(N=CC2CC1)N1C(C2=C(CC1)C(=NN2C2=CC(=CC=C2)Cl)C(=O)O)=O